CN(CCNCCCCCCCC(=O)OCCCCCCCCC)C nonyl 8-((2-(dimethylamino)ethyl)amino)octanoate